N-(4-fluorophenyl)-2-(1H-imidazol-1-yl)-6-(trifluoromethyl)pyrimidine-4-carboxamide FC1=CC=C(C=C1)NC(=O)C1=NC(=NC(=C1)C(F)(F)F)N1C=NC=C1